2,4-bis(trimethylsilyloxy)pyrimidine C[Si](OC1=NC=CC(=N1)O[Si](C)(C)C)(C)C